diphenyl-(o-benzoylphenyl)sulfonium C1(=CC=CC=C1)[S+](C1=C(C=CC=C1)C(C1=CC=CC=C1)=O)C1=CC=CC=C1